2-methoxy-N-(3-(propylsulfonyl)-[1,2,4]triazolo[4,3-a]pyridin-6-yl)benzamide COC1=C(C(=O)NC=2C=CC=3N(C2)C(=NN3)S(=O)(=O)CCC)C=CC=C1